[NH4+].C(CCCCCCCCCCCCCCCCC)(=O)[O-] Octadecanoic acid, ammonium salt